COC=1N=C2C(=CC=NC2=CC1OC)OC1=C(C=C(C=C1)NC(=O)C=1C(N(C(=C(C1C)C=C)C)C1=CC=C(C=C1)F)=O)F N-[4-[(6,7-Dimethoxy-1,5-naphthyridin-4-yl)oxy]-3-fluorophenyl]-5-ethenyl-1-(4-fluorophenyl)-4,6-dimethyl-2-oxopyridine-3-carboxamide